3-chloropropenamide ClC=CC(=O)N